(1R)-1-(6-(2-methyl-2H-pyrazolo[3,4-b]pyridin-5-yl)thieno[2,3-b]pyridin-2-yl)-1-propanol CN1N=C2N=CC(=CC2=C1)C1=CC=C2C(=N1)SC(=C2)[C@@H](CC)O